12-Chloro-9-(2-fluorophenyl)-5-methyl-2,3,8-triazatricyclo[8.4.0.02,6]tetradeca-1(10),3,5,8,11,13-hexaene-4-carboxylic Acid ClC1=CC=2C(=NCC3=C(C(=NN3C2C=C1)C(=O)O)C)C1=C(C=CC=C1)F